CN(CCCC(=O)Cl)C 4-(dimethylamino)butanoyl chloride